CC1=C(CC2=C(C=CC=C2)S)C=CC=C1C 2,3-dimethylbenzylthiophenol